ethyl 2-[[4-(4-formyl-1-piperazinyl) 6-[[[4-(methylsulfonyl) phenyl] methyl] amino]-2-pyrimidinyl] amino]-4-methyl-5-thiazolecarboxylate C(=O)N1CCN(CC1)C1=NC(=NC(=C1)NCC1=CC=C(C=C1)S(=O)(=O)C)NC=1SC(=C(N1)C)C(=O)OCC